3-methylcyclohexanone CC1CC(CCC1)=O